FC(C(=O)O)(C[C@@H](C)[C@H]1CC[C@H]2[C@@H]3[C@H](C[C@@H]4C[C@@H](CC[C@]4(C)[C@H]3CC[C@]12C)O)O)F difluoro-3α,7β-dihydroxy-5β-cholanic acid